N-(2,4-difluorobenzyl)-6-hydroxy-1,11-dioxo-1,4,5,6,7,11-hexahydro-3H-2,7-methanopyrido[1,2-a][1,4]diazonine-10-carboxamide FC1=C(CNC(=O)C=2C(C=C3N(C4C(CCCN(C3=O)C4)O)C2)=O)C=CC(=C1)F